C(C)OC(=O)C1=C(N=C(S1)NC1=NC(=CC(=N1)C1=CC=C(C=C1)C(=O)O)N1CCOCC1)C 2-[4-(4-carboxy-phenyl)-6-morpholin-4-yl-pyrimidin-2-ylamino]-4-methylthiazole-5-carboxylic acid ethyl ester